NCCCC(=O)NC1=CC(=C(C=C1)NC=1OC2=C(N1)C=C(C=C2)Cl)OC 4-amino-N-(4-(5-chlorobenzo[d]oxazol-2-ylamino)-3-methoxyphenyl)butanamide